C1(=CC=CC=C1)S(=O)(=O)OC=1C=C(C=CC1)NC(=O)NC1=CC(=CC=C1)OS(=O)(=O)CC1=CC=CC=C1 N-[3-(benzenesulfonyloxy)phenyl]-N'-[3-(benzylsulfonyloxy)phenyl]urea